4-(6-aminopyridin-3-yl)-2-(3-(2-((1,5-dimethyl-1H-pyrazol-3-yl)amino)-5-methylpyrimidin-4-yl)-1H-indol-7-yl)isoindolin-1-one NC1=CC=C(C=N1)C1=C2CN(C(C2=CC=C1)=O)C=1C=CC=C2C(=CNC12)C1=NC(=NC=C1C)NC1=NN(C(=C1)C)C